OB1N(N=CC2=C1C=C(C=C2)C(F)(F)F)C2=CC(=CC=C2)SC(F)(F)F 1-Hydroxy-7-(trifluoromethyl)-2-[3-(trifluoromethylsulfanyl)phenyl]-2,3,1-benzodiazaborinine